N[C@@H]1C=2C(=NC=CC2)CC12CCN(CC2)C=2C=1N(C=CN2)C(=NC1CO)C1=C(C(=CC=C1)Cl)Cl (S)-(8-(5-amino-5,7-dihydrospiro[cyclopenta[b]pyridine-6,4'-piperidin]-1'-yl)-3-(2,3-dichlorophenyl)imidazo[1,5-a]pyrazin-1-yl)methanol